5-(8-(trans-4-methoxycyclohexyl)-6-oxo-5,6,7,8-tetrahydropyrazino[2,3-b]pyrazin-2-yl)-4-methylpyridinecarboxamide CO[C@@H]1CC[C@H](CC1)N1C2=C(NC(C1)=O)N=CC(=N2)C=2C(=CC(=NC2)C(=O)N)C